5-(4-chloro-2-fluoro-phenyl)-2,3-dimethyl-7-((2S)-2-(3-pyridin-yl)-4-morpholinyl)-pyrido[4,3-d]pyrimidin-4(3H)-one ClC1=CC(=C(C=C1)C1=NC(=CC=2N=C(N(C(C21)=O)C)C)N2C[C@@H](OCC2)C=2C=NC=CC2)F